C1(=CC=C(C=C1)C=1C=CC2=C(C1)C=1N=CN=C(C1O2)C2=CC(=CC=C2)C2=CC=CC1=C2SC2=C1C=CC=C2)C2=CC=CC=C2 8-(1,1'-biphenyl-4-yl)-4-[3-(dibenzothiophen-4-yl)phenyl]-[1]Benzofuro[3,2-d]Pyrimidine